OC1=CC=C(C=C1)C(CN1C[C@@H]2[C@H](C1)CC(C2)OC=2C=NC(=CC2)C)=O 1-(4-hydroxyphenyl)-2-((3aR,5s,6aS)-5-((6-methylpyridin-3-yl)oxy)hexahydrocyclopenta[c]pyrrol-2(1H)-yl)ethanone